N-((S)-1-((4-((S)-1-((3-amino-2,2-difluoropropyl)amino)-1-oxopropan-2-yl)-2-fluorophenyl)amino)-3,3-dicyclopropyl-1-oxopropan-2-yl)-1-isopropyl-1H-pyrazole-5-carboxamide NCC(CNC([C@@H](C)C1=CC(=C(C=C1)NC([C@H](C(C1CC1)C1CC1)NC(=O)C1=CC=NN1C(C)C)=O)F)=O)(F)F